N[C@@H]1[C@@H]([C@H]2CC[C@@H](C1)N2C2=C(N=C1C(=N2)NN=C1C1=C(C2=C(N(N=C2C=C1)C)Cl)C)CO)F {6-[(1R,2S,3S,5S)-3-amino-2-fluoro-8-azabicyclo[3.2.1]octan-8-yl]-3-(3-chloro-2,4-dimeth-yl-2H-indazol-5-yl)-1H-pyrazolo[3,4-b]pyrazin-5-yl}methanol